N-[(5-Chlorothiophen-2-yl)methyl]-3-(pyrrolidin-2-yl)-1H-pyrazol-5-amin ClC1=CC=C(S1)CNC1=CC(=NN1)C1NCCC1